COC(C1=CN=C(C=C1)COC=1SC(=NN1)NC(=O)C1=NC=NC=C1C1=C(C=CC=C1OC)F)=O methyl-6-(((5-(5-(2-fluoro-6-methoxyphenyl)pyrimidine-4-carboxamido)-1,3,4-thiadiazol-2-yl)oxy)methyl)nicotinate